FC(C(C)NC([O-])=O)(F)F 2,2,2-trifluoro-1-methyl-ethylcarbamate